C(C)(C)[C@H]1CC[C@H](CC1)OC[C@@H]1N(CCC[C@@H]1NS(=O)(=O)C)C(COC)=O N-(cis-2-(((cis-4-isopropylcyclohexyl)oxy)methyl)-1-(methoxyacetyl)piperidin-3-yl)methanesulfonamide